C(C)(C)(C)OC(CN1C(=NC=C(C1=O)Br)C1=C(C=CC=C1)F)=O.FC1=C(N)C=CC(=C1)N1C[C@H](CC1)OC 2-Fluoro-4-((S)-3-methoxypyrrolidin-1-yl)aniline tertbutyl-2-(5-bromo-2-(2-fluorophenyl)-6-oxopyrimidin-1(6H)-yl)acetate